FC1=C(C(=CC=C1)F)[C@@H](CCS(=O)C)N1C[C@@H](N([C@@H](C1)C)C(C(C)C)=O)C(=O)NCC1=CC=C(C=C1)C1=NC=CC=N1 (2R,6R)-4-((1R)-1-(2,6-difluorophenyl)-3-(methylsulfinyl)propyl)-1-isobutyryl-6-methyl-N-(4-(pyrimidin-2-yl)benzyl)piperazine-2-carboxamide